O[C@H]1[C@H](O[C@@]2([C@H](CCO2)C=2C(=C(C(=O)N)C=CC2)OC2=CC=CC=C2)[C@@H]([C@H]1N1N=NC(=C1)C1=CC(=C(C(=C1)F)F)F)O)CO ((4r,5s,7r,8r,9s,10r)-8,10-dihydroxy-7-(hydroxymethyl)-9-(4-(3,4,5-trifluorophenyl)-1H-1,2,3-triazol-1-yl)-1,6-dioxaspiro[4.5]dec-4-yl)-2-phenoxybenzamide